O=C1C=CC=2C(=NC=CN2)N1 6-oxo-5,6-dihydropyrido[2,3-b]pyrazine